{[(2S,3S)-2-{[(4-bromophenyl)carbamoyl]amino}-3-methylpentanoyl]amino}acetic acid BrC1=CC=C(C=C1)NC(=O)N[C@H](C(=O)NCC(=O)O)[C@H](CC)C